5-(2-{3-[(4-{[tert-butyl(dimethyl)silyl]oxy}phenyl)amino]-5-cyano-1-methyl-1H-pyrrol-2-yl}ethoxy tert-Butyl)-3,4-dihydroisoquinoline-2(1H)-carboxylate [Si](C)(C)(C(C)(C)C)OC1=CC=C(C=C1)NC1=C(N(C(=C1)C#N)C)CCOCC(C)(C)C1=C2CCN(CC2=CC=C1)C(=O)[O-]